NC1=C(C(=C(C(=C1F)F)F)F)S(=O)(=O)N(C)C 2-amino-3,4,5,6-tetrafluoro-N,N-dimethylbenzenesulfonamide